1-(5-(4-((4-(4-(2-butyl-1-oxo-1,2-dihydro-2,7-naphthyridin-4-yl)-2,6-dimethoxyphenoxy)piperidin-1-yl)methyl)piperidine-1-carbonyl)-2-chlorophenyl)dihydropyrimidine-2,4(1H,3H)-dione C(CCC)N1C(C2=CN=CC=C2C(=C1)C1=CC(=C(OC2CCN(CC2)CC2CCN(CC2)C(=O)C=2C=CC(=C(C2)N2C(NC(CC2)=O)=O)Cl)C(=C1)OC)OC)=O